8-(1'-(4-chloro-3-fluorophenyl)-1',2'-dihydrospiro[cyclopentane-1,3'-pyrrolo[3,2-b]pyridine]-5'-carbonyl)-1,3,8-triazaspiro[4.5]decan-2,4-dione ClC1=C(C=C(C=C1)N1CC2(C3=NC(=CC=C31)C(=O)N3CCC1(C(NC(N1)=O)=O)CC3)CCCC2)F